COC(C(=O)N(CC(NC=1C=C2CC3(C(NC4=NC=CC=C43)=O)CC2=CC1)=O)CC1=C(C=CC=C1)CNC)(C)C 2-Methoxy-2-methyl-N-(2-((methylamino)methyl)benzyl)-N-(2-oxo-2-((2'-oxo-1,1',2',3-tetrahydrospiro[indene-2,3'-pyrrolo[2,3-b]pyridin]-5-yl)amino)ethyl)propanamide